C(C=C)(=O)N1[C@H](CN(C[C@H]1C)C1=NC(N2C3=C(C=C(C=C13)Cl)S(C[C@H](C2)OC)C2=C(C=C(C(=C2)Cl)F)F)=O)C (3S)-8-((3S,5R)-4-acryloyl-3,5-dimethylpiperazin-1-yl)-10-chloro-l-1-(5-chloro-2,4-difluorophenyl)-3-methoxy-3,4-dihydro-2H,6H-[1,4]thiazepino[2,3,4-ij]quinazolin-6-one